O=C[C@@H](O)[C@H](O)[C@@H](O)[C@H](O)C(=O)OCC ethyl iduronate